N(C(=O)N)C=C=C(C)C mono(ureidomethylene)isobutylene